N1CCCNCCC1 1,5-diazacyclooctane